((1s,3s)-3-hydroxycyclobutyl)-6-oxo-1,6-dihydropyridine-3,4-dicarboxylic acid OC1CC(C1)N1C=C(C(=CC1=O)C(=O)O)C(=O)O